(6-(4-chlorophenyl)thiazolo[4,5-b]pyrazin-2-yl)-6-cyano-4-(2-fluoro-6-methoxyphenyl)nicotinamide ClC1=CC=C(C=C1)C=1N=C2C(=NC1)N=C(S2)C2=C(C(=O)N)C(=CC(=N2)C#N)C2=C(C=CC=C2OC)F